C(CCCCC)OC1=CC=C(N)C=C1 p-(hexyloxy)aniline